5-(tert-butyl)-N-(((1R,5S,8s)-3-(6-(1-methyl-1H-pyrazol-4-yl)pyrazolo[1,5-a]pyrazin-4-yl)-3-azabicyclo[3.2.1]oct-8-yl)methyl)-1,2,4-oxadiazole-3-carboxamide C(C)(C)(C)C1=NC(=NO1)C(=O)NCC1[C@@H]2CN(C[C@H]1CC2)C=2C=1N(C=C(N2)C=2C=NN(C2)C)N=CC1